5-(7-chloro-3-cyclobutyl-2-methyl-1,1-dioxido-5-phenyl-2,3,4,5-tetrahydrobenzo[f][1,2,5]thiadiazepin-8-yl)-2-fluorobenzoic acid ClC=1C(=CC2=C(N(CC(N(S2(=O)=O)C)C2CCC2)C2=CC=CC=C2)C1)C=1C=CC(=C(C(=O)O)C1)F